oxazinopiperazine N1OC=CC2=C1NCCN2